(3S)-7-((S)-4-acryloyl-2-methylpiperazin-1-yl)-9-chloro-3-((4-cyclopropylpiperazin-1-yl)methyl)-10-(2,4-difluorophenyl)-2H-[1,4]thiazino[2,3,4-ij]quinazolin-5(3H)-one C(C=C)(=O)N1C[C@@H](N(CC1)C1=NC(N2C3=C(C(=C(C=C13)Cl)C1=C(C=C(C=C1)F)F)SC[C@@H]2CN2CCN(CC2)C2CC2)=O)C